1-methyl-4-(1-methyl-4-nitro-1H-pyrrole-2-carboxamido)-N-(3-(methylamino)-3-(methylimino)propyl)-1H-pyrrole-2-carboxamide CN1C(=CC(=C1)NC(=O)C=1N(C=C(C1)[N+](=O)[O-])C)C(=O)NCCC(=NC)NC